C(CCCCCCCCCC=CCCCCCCCC)(=O)OCCCCCCCCCCCCCCCC(=O)O 16-(eicosa-11-enoyloxy)-hexadecanoic acid